F[C@H]1[C@@H](CN(C1)C1=NC(=C2N=CN(C2=N1)C)NC=1C(=NN(C1)C)OC)NC(C=C)=O N-((3R,4R)-4-fluoro-1-(6-((3-methoxy-1-methyl-1H-pyrazol-4-yl)amino)-9-methyl-9H-purin-2-yl)pyrrolidine-3-yl)acrylamide